monophenyl-biguanidine C1(=CC=CC=C1)NC(=N)NNC(=N)N